5-((3-(2-fluoropropan-2-yl)bicyclo(1.1.1)pentan-1-yl)methoxy)-1,3,4-thiadiazol-2-amine FC(C)(C)C12CC(C1)(C2)COC2=NN=C(S2)N